2-(1-(2-methoxyphenyl)cyclopropyl)-2-oxoacetic acid COC1=C(C=CC=C1)C1(CC1)C(C(=O)O)=O